CCOC1=CC=C(C=C1)CC2=C(C=CC(=C2)[C@H]3[C@@H]([C@H]([C@@H]([C@H](O3)CO)O)O)O)Cl The molecule is a C-glycosyl comprising beta-D-glucose in which the anomeric hydroxy group is replaced by a 4-chloro-3-(4-ethoxybenzyl)phenyl group. Used (in the formo f its propanediol monohydrate) to improve glycemic control, along with diet and exercise, in adults with type 2 diabetes. It has a role as a hypoglycemic agent and a sodium-glucose transport protein subtype 2 inhibitor. It is a C-glycosyl compound, an organochlorine compound and an aromatic ether.